tert-butyl 3-((3R,4S)-4-allyl-3-azido-3-((2-oxo-2-phenylethoxy)carbonyl)pyrrolidine-1-carbonyl)-7-chloro-3,4-dihydroisoquinoline-2(1H)-carboxylate C(C=C)[C@@H]1[C@@](CN(C1)C(=O)C1N(CC2=CC(=CC=C2C1)Cl)C(=O)OC(C)(C)C)(C(=O)OCC(C1=CC=CC=C1)=O)N=[N+]=[N-]